(E)-3-(quinoxalin-6-yl)-1-(3'-(trifluoromethoxy)-[1,1'-biphenyl]-3-yl)prop-2-en-1-one N1=CC=NC2=CC(=CC=C12)/C=C/C(=O)C=1C=C(C=CC1)C1=CC(=CC=C1)OC(F)(F)F